C1(=CC=CC=C1)OP(=O)(O)O.C1=CC=CC=2C3=CC=CC=C3CC12 fluorene phenyl-phosphate